SC1=NN=C(O1)C1=CC=C(C=C1)NNC(=S)N (4-(5-mercapto-1,3,4-oxadiazol-2-yl)phenyl)thiosemicarbazide